(1aR,6aR)-5-(2-((1-(1H-1,2,3-triazol-4-yl)cyclopropyl)amino)-2-oxoacetyl)-N-(3-chloro-4-fluorophenyl)-4-methyl-1,1a,6,6a-tetrahydrocyclopropa[b]pyrrolizine-3-carboxamide N1N=NC(=C1)C1(CC1)NC(C(=O)C=1C(=C(N2[C@H]3[C@@H](CC12)C3)C(=O)NC3=CC(=C(C=C3)F)Cl)C)=O